chloromethyl (tert-butoxycarbonyl)-D-valinate C(C)(C)(C)OC(=O)N[C@H](C(C)C)C(=O)OCCl